CN1C(C(=C(C2=CC=CC=C12)N1CCC(CC1)OC1=CC(=CC=C1)C(F)(F)F)C#N)=O 1-methyl-2-oxo-4-{4-[3-(trifluoromethyl)phenoxy]piperidin-1-yl}-1,2-dihydroquinoline-3-carbonitrile